5-cyano-N-(2,4-difluoro-3-(7-fluoro-3-(1H-imidazol-2-yl)-1H-indazol-6-yl)phenyl)-2-methoxy-6-methylpyridine-3-sulfonamide C(#N)C=1C=C(C(=NC1C)OC)S(=O)(=O)NC1=C(C(=C(C=C1)F)C1=CC=C2C(=NNC2=C1F)C=1NC=CN1)F